FC=1C(=NN(C1)C(C)C)[S@](=O)(N)=NC(NC1=C2C(=NC3=C1CCC3)[C@@H](CC2)C)=O (S)-4-fluoro-1-isopropyl-N'-(((R)-3-methyl-1,2,3,5,6,7-hexahydrodicyclopenta[b,e]pyridin-8-yl)carbamoyl)-1H-pyrazole-3-sulfonimidamide